C[C@@H](C(=O)N1CCN(CC1)C=1C=NN2C1C=CC(=C2)C=2C=NN(C2)C)CC2=CC=CC=C2 (R)-2-methyl-1-(4-(6-(1-methyl-1H-pyrazol-4-yl)pyrazolo[1,5-a]pyridin-3-yl)piperazin-1-yl)-3-phenylpropan-1-one